C(=O)O.CP(C)=O dimethylphosphine oxide formate salt